ethyl (S)-3-(1-(5-carbamoylpyridin-3-yl)pyrrolidin-3-yl)-4-methylbenzoate C(N)(=O)C=1C=C(C=NC1)N1C[C@@H](CC1)C=1C=C(C(=O)OCC)C=CC1C